ClC=1C=C(C(=O)N2CC3(CN(C3)C(=O)OC(C)(C)C)C2)C=CC1B1OC(C(O1)(C)C)(C)C tert-butyl 6-(3-chloro-4-(4,4,5,5-tetramethyl-1,3,2-dioxaborolan-2-yl)benzoyl)-2,6-diazaspiro[3.3]heptane-2-carboxylate